6-(5-chloro-2-fluorophenyl)-3-methanesulfinylpyridazin ClC=1C=CC(=C(C1)C1=CC=C(N=N1)S(=O)C)F